4-(5,5,8a-trimethyl-2-methylene-decalin-1-yl)butan-2-ol CC1(C2CCC(C(C2(CCC1)C)CCC(C)O)=C)C